5-[(2-acetamido-3-fluoropyridin-4-yl)methyl]-2-(4-cyclopropyl-2-fluoroanilino)-3,4-difluorobenzamide C(C)(=O)NC1=NC=CC(=C1F)CC=1C(=C(C(=C(C(=O)N)C1)NC1=C(C=C(C=C1)C1CC1)F)F)F